FC1=CC=C(C=C1)[Si](C=C)(C)C (4-fluorophenyl)dimethyl-(vinyl)silane